N-(2-(4-methylpiperazin-1-yl)pyridin-4-yl)-5-(3-(pyridin-3-yl)pyrazolo[1,5-a]pyridin-5-yl)-7-tosyl-7H-pyrrolo[2,3-d]pyrimidin-2-amine CN1CCN(CC1)C1=NC=CC(=C1)NC=1N=CC2=C(N1)N(C=C2C2=CC=1N(C=C2)N=CC1C=1C=NC=CC1)S(=O)(=O)C1=CC=C(C)C=C1